2'-deoxyadenosine-3'-phosphorodithioate P(O)(=S)(S)O[C@H]1C[C@@H](O[C@@H]1CO)N1C=NC=2C(N)=NC=NC12